O[C@@H]1[C@H](CCCC1)NC(C1=CC(=C(C=C1)C)NCC=1C=NC=C(C1)C=1SC=CC1)=O N-[(1S,2S)-2-hydroxycyclohexyl]-4-methyl-3-({[5-(thiophen-2-yl)pyridin-3-yl]methyl}amino)benzamide